1-(3-(3-chloro-4-fluoro-8,9-dihydropyrido[3',2':4,5]imidazo[1,2-a]pyrazin-7(6H)-yl)-3-oxopropoxy)propan ClC1=C(C=2N=C3N(CCN(C3)C(CCOCCC)=O)C2N=C1)F